1-(4-chlorothiazol-2-yl)ethan-1-one tert-butyl-4-[2-(2,6-dioxo-3-piperidyl)-1,3-dioxo-isoindolin-5-yl]-4-hydroxyl-piperidine-1-carboxylate C(C)(C)(C)OC(=O)N1CCC(CC1)(O)C=1C=C2C(N(C(C2=CC1)=O)C1C(NC(CC1)=O)=O)=O.ClC=1N=C(SC1)C(C)=O